CC(C(=O)C(O)(C[N+](C)(C)C)CC([O-])=O)=CC 2-methyl-butenoyl-carnitine